3-Chloro-6-(2,4-dimethoxypyrimidin-5-yl)-4-((1R,2R)-2-((trifluoromethoxy)methyl)cyclopropyl)pyridin ClC=1C=NC(=CC1[C@H]1[C@@H](C1)COC(F)(F)F)C=1C(=NC(=NC1)OC)OC